ClC1=CN=C(N1)C(=O)NC(C(=O)N[C@@H](C[C@H]1C(NCCC1)=O)C#N)CC1CC1 5-chloro-N-[2-[[(1S)-1-cyano-2-[(3S)-2-oxo-3-piperidyl]ethyl]amino]-1-(cyclopropylmethyl)-2-oxo-ethyl]-1H-imidazole-2-carboxamide